O=C1NC(CCC1N1C(C2=CC=C(C=C2C1=O)N(C)C1C(CC2=CC=CC=C12)NCC)=O)=O 2-(2,6-Dioxopiperidin-3-yl)-5-((2-(ethylamino)-2,3-dihydro-1H-inden-1-yl)(methyl)amino)isoindolin-1,3-dion